C(C=C)\C(=C(/C(CC(/C(=C(/C=1C=C(OC)C(=CC1)O)\CC=C)/CC=C)=O)=O)\CC=C)\C1=CC=C(O)C(OC)=C1 tetraallyl-curcumin